C(C)(C)(C)OC(=O)NC1=CC(=C(C=N1)N1C=C(C(C2=CC=C(C(=C12)F)N1CC2=NC=CC=C2C1)=O)C(=O)O)C 1-(6-((tert-butoxy-carbonyl)amino)-4-methylpyridin-3-yl)-7-(5,7-dihydro-6H-pyrrolo[3,4-b]pyridin-6-yl)-8-fluoro-4-oxo-1,4-dihydroquinoline-3-carboxylic acid